tert-Butyl 4-(4-[3-cyano-5-[(1R)-1-(pyridin-2-yl)ethoxy]imidazo[1,2-a]pyridin-7-yl]-5-methylpyrazol-1-yl)piperidine-1-carboxylate C(#N)C1=CN=C2N1C(=CC(=C2)C=2C=NN(C2C)C2CCN(CC2)C(=O)OC(C)(C)C)O[C@H](C)C2=NC=CC=C2